CC(CCOC(=O)C=1SC2=C(N1)C=C1C(N=C(S1)C(=O)OCCC(CCCC(C)C)C)=C2)CCCC(C)C benzo[1,2-d:4,5-d']Bis-thiazole-2,6-dicarboxylic acid bis-(3,7-dimethyl-octyl) ester